(1R,4S,5S)-4-ethynyl-4-hydroxy-2-methyl-2-azabicyclo[3.1.0]hexan-3-one C(#C)[C@@]1(C(N([C@@H]2C[C@H]12)C)=O)O